tert-butyl 4-(3-(2,4-dioxotetrahydropyrimidin-1(2H)-yl)-1-methyl-1H-indazol-6-yl)-2,2-dimethylpiperidine-1-carboxylate O=C1N(CCC(N1)=O)C1=NN(C2=CC(=CC=C12)C1CC(N(CC1)C(=O)OC(C)(C)C)(C)C)C